COC=1C=CC=2N(C3=CC=C(C=C3C2C1)OC)C(COP(O)(O)=O)CC [2-(3,6-dimethoxy-9H-carbazol-9-yl)butyl]phosphoric acid